C(C)(C)C=1C=C(C=2CC3=CC=C(C=C3C2C1)C(C)C)[Ti] (3,6-diisopropylfluorenyl)titanium